(3-((1R,3S)-3-(Dimethylcarbamoyl)cyclohexyl)-1,2,3-oxadiazol-3-ium-5-yl)((3-(2-(o-tolyl)-acetamido)-5-(trifluoromethyl)phenyl)-carbamoyl)amide CN(C(=O)[C@@H]1C[C@@H](CCC1)[N+]1=NOC(=C1)[N-]C(NC1=CC(=CC(=C1)C(F)(F)F)NC(CC1=C(C=CC=C1)C)=O)=O)C